2-(4-(Methylcarbamoyl)phenyl)-N-(3-oxo-3-(piperidin-1-yl)propyl)benzo[d]imidazo[2,1-b]thiazole-7-carboxamide CNC(=O)C1=CC=C(C=C1)C=1N=C2SC3=C(N2C1)C=CC(=C3)C(=O)NCCC(N3CCCCC3)=O